NCC=1C=NN(C1)CC1=CC2=C(C(=NO2)NS(=O)(=O)C=2C=C(C(=O)NC)C=CC2)C(=C1)OC 3-(N-(6-((4-(aminomethyl)-1H-pyrazol-1-yl)methyl)-4-methoxybenzo[d]isoxazol-3-yl)sulfamoyl)-N-methylbenzamide